BrC1=CC(=C(C=C1C)CC#N)F 2-(4-bromo-2-fluoro-5-methylphenyl)acetonitrile